NC1=C(C(=O)O)C=C(C=C1)CC(F)(F)F 2-Amino-5-(2,2,2-trifluoroethyl)benzoic Acid